BrCC=1C=C(C=CC1F)CO (3-(bromomethyl)-4-fluorophenyl)methanol